FC1(CCN(CC1)CC1CCC(CC1)OC)C=1C=C2CN(C(C2=CC1)=O)C1C(NC(CC1)=O)=O 3-(5-(4-fluoro-1-(((1r,4r)-4-methoxycyclohexyl)methyl)piperidin-4-yl)-1-oxoisoindolin-2-yl)piperidine-2,6-dione